NC1=CC=2C=3N(C=NC2N1C1=C2C=NNC2=CC=C1C)C=CN3 8-amino-7-(5-methyl-1H-indazol-4-yl)-7H-imidazo[1,2-c]pyrrolo[3,2-e]pyrimidine